NC1(C(CCC(C1)CCB(O)O)(C)O)C(=O)O 1-amino-5-(2-boronoethyl)-2-hydroxy-2-methylcyclohexanecarboxylic acid